[Si](C)(C)(C(C)(C)C)O[C@@H]1C[C@@H]2N(C(C3=C(NC2)C=C(C(=C3)OC)O)=O)C1 (2R,11aS)-2-((tert-butyldimethylsilyl)oxy)-8-hydroxy-7-methoxy-1,2,3,10,11,11a-hexahydro-5H-benzo[e]pyrrolo[1,2-a][1,4]diazepine-5-one